C(C)(=O)NC1=CC=C(C=N1)C[C@@H](C(=O)O)N (S)-3-(6-acetamidopyridin-3-yl)-2-aminopropanoic acid